3-(1-methyl-1H-pyrazol-4-yl)-5-phenoxythieno[3,2-b]pyridine CN1N=CC(=C1)C1=CSC=2C1=NC(=CC2)OC2=CC=CC=C2